N1(CCOCC1)C(=O)C1CC12CCN(CC2)C(=O)OC(C(F)(F)F)C(F)(F)F 1,1,1,3,3,3-hexafluoropropan-2-yl (+)-1-(morpholine-4-carbonyl)-6-azaspiro[2.5]octane-6-carboxylate